N-(8-Cyclopropylimidazo[1,2-a]pyridin-6-yl)-4-iodo-2-(6-azaspiro[2.5]oct-6-yl)benzamide C1(CC1)C=1C=2N(C=C(C1)NC(C1=C(C=C(C=C1)I)N1CCC3(CC3)CC1)=O)C=CN2